(R)-3-(benzyloxycarbonylamino)-4-(tert-butyldimethylsilyloxy)butanoic acid C(C1=CC=CC=C1)OC(=O)N[C@H](CC(=O)O)CO[Si](C)(C)C(C)(C)C